(2-((1-((dimethylamino)methyl)cyclopropyl)methoxy)-4-(2-methylazepan-1-yl)-5,7-dihydro-6H-pyrrolo[3,4-d]pyrimidin-6-yl)(3-hydroxy-8-iodonaphthalen-1-yl)methanone CN(C)CC1(CC1)COC=1N=C(C2=C(N1)CN(C2)C(=O)C2=CC(=CC1=CC=CC(=C21)I)O)N2C(CCCCC2)C